CN1N=C(C(N(C1C)C)C)C(=O)N 2,4-dimethyl-3,5-dimethyl-2,3,4,5-tetrahydro-1,2,4-triazine-6-carboxamide